[C@@H]1([C@H](O)[C@H](O)[C@H](O1)CO)N1C(N=CC=C1)=O 1-(beta-D-ribofuranosyl)-1,2-dihydropyrimidin-2-one